sodium tetragermanate [Ge]([GeH2][GeH2][GeH3])(=O)[O-].[Na+]